Normal pentyl ketone C(CCCC)C(=O)CCCCC